4-[4'-chloro-[(1,1'-biphenyl)-4-yl]]-2,6-diphenyl-pyrimidine ClC1=CC=C(C=C1)C1=CC=C(C=C1)C1=NC(=NC(=C1)C1=CC=CC=C1)C1=CC=CC=C1